CN1N=C(C=2C1=NC(=C(C2)C2=NOC=CC(=N2)C2=C(C=CC=C2)O)OCC2=CC(=CC=C2)C)C 2-[3-(1,3-dimethyl-6-{[(3-methylphenyl)methyl]oxy}pyrazolo[3,4-b]pyridin-5-yl)-1,2,4-oxadiazepin-5-yl]phenol